ClC1=CC=C(C=C1)C=1N=CN(C1C1=CC(=NC=C1)C(F)(F)F)CC(=O)OC(C)(C)C tert-butyl 2-[4-(4-chlorophenyl)-5-[2-(trifluoromethyl)-4-pyridyl]imidazol-1-yl]acetate